C(C)(C)B1OB(OBO1)C(C)C bis-isopropylboroxine